tributyl(1-ethoxyvinyl)stannane tert-Butyl-8-[2-[4-(4-chlorophenyl)-5-(4-pyridyl)imidazol-1-yl]acetyl]-5-oxa-2,8-diazaspiro[3.5]nonane-2-carboxylate C(C)(C)(C)OC(=O)N1CC2(C1)OCCN(C2)C(CN2C=NC(=C2C2=CC=NC=C2)C2=CC=C(C=C2)Cl)=O.C(CCC)[Sn](C(=C)OCC)(CCCC)CCCC